C(C=C)(=O)OCCC[Si](OCCC)(OCCC)OCCC γ-acryloyloxypropyltri-n-propoxysilane